ClC1=C(C(=NC(=N1)N)N)C=1OC(=NN1)C 6-chloro-5-(5-methyl-1,3,4-oxadiazol-2-yl)pyrimidine-2,4-diamine